4-(2-Fluorophenyl)-1-(((R)-7-((2S,4R)-4-(methylamino)-2-phenylpiperidine-1-carbonyl)-7-azaspiro[4.5]decan-10-yl)methyl)pyridin-2(1H)-one FC1=C(C=CC=C1)C1=CC(N(C=C1)C[C@@H]1CCN(CC12CCCC2)C(=O)N2[C@@H](C[C@@H](CC2)NC)C2=CC=CC=C2)=O